CC=1C=C2C(C=C(OC2=C(C1)C(C)NC1=C(C(=O)O)C=CC=C1)N1CC(C1)(OC1=CC=CC=C1)C)=O 2-[1-[6-Methyl-2-(3-methyl-3-phenoxy-azetidin-1-yl)-4-oxo-chromen-8-yl]ethylamino]benzoic acid